ClC=1C=C2C(CC(OC2=CC1C)(C)C)NC(=O)[C@H]1[C@@H](C1)[C@H](CCOC)N1C(NC(CC1=O)(C)C)=[NH2+] [1-[(1S)-1-[(1R,2R)-2-[(6-chloro-2,2,7-trimethyl-chroman-4-yl)carbamoyl]cyclopropyl]-3-methoxypropyl]-4,4-dimethyl-6-oxo-hexahydropyrimidin-2-ylidene]ammonium